3-fluoro-5-(propan-2-yl)pyridin-2-amine FC=1C(=NC=C(C1)C(C)C)N